2-hydroxy-1-[4-(2-hydroxyethoxy)phenyl]-2-Methylpropan-1-one OC(C(=O)C1=CC=C(C=C1)OCCO)(C)C